tert-butyl 4-aminopiperidine-1-carboxylate hydrochloride salt Cl.NC1CCN(CC1)C(=O)OC(C)(C)C